ClC1=C(C=C(C=C1)C1=NN(C=C1)C)CNC1=NN2C(NC(=CC2=O)CCCC(F)F)=N1 2-[[2-chloro-5-(1-methylpyrazol-3-yl)phenyl]methylamino]-5-(4,4-difluorobutyl)-4H-[1,2,4]triazolo[1,5-a]pyrimidin-7-one